C(CCC)[Si](OCC)(OCC)OCC Butyl(triethoxy)silane